C(C)(C)(C)OC(=O)N1C(CCCC1)OC1=NC(=CC=C1)COC1=C(C=C(C=C1)C#N)F ((6-((4-cyano-2-fluorophenoxy)methyl)pyridin-2-yl)oxy)piperidine-1-carboxylic acid tert-butyl ester